C(C)(C)(C)OC(=O)N1CC(=CC1)B1OC(C(O1)(C)C)(C)C 3-(tetramethyl-1,3,2-dioxaborolan-2-yl)-2,5-dihydro-1H-pyrrole-1-carboxylic acid tert-butyl ester